6-((4-chloro-1,3,5-triazin-2-yl)amino)-2,2-dimethyl-2H-pyrido[3,2-b][1,4]oxazin-3(4H)-one ClC1=NC(=NC=N1)NC=1C=CC=2OC(C(NC2N1)=O)(C)C